C(C)(C)(C)OC(CC1(CCN(CC1)C1=NC=C(C=C1F)[N+](=O)[O-])O)=O 2-[1-(3-fluoro-5-nitro-2-pyridinyl)-4-hydroxy-4-piperidinyl]acetic acid tert-butyl ester